FC(C1=NC=CC(=C1)N1C(=NC=2C1=NC(=CC2)N2CCNCC2)C2=CC=C(C=C2)F)F 1-{3-[2-(difluoromethyl)pyridin-4-yl]-2-(4-fluorophenyl)-3H-imidazo[4,5-b]Pyridin-5-yl}piperazine